tert-butyl (2R,3S,4S)-3-({[(3-fluorophenyl)methyl]carbamoyl}oxy)-4-hydroxy-2-{[4-(1,3-thiazol-5-yl)phenyl]methyl}pyrrolidine-1-carboxylate FC=1C=C(C=CC1)CNC(=O)O[C@H]1[C@H](N(C[C@@H]1O)C(=O)OC(C)(C)C)CC1=CC=C(C=C1)C1=CN=CS1